(3,3-diethoxypropyl) diethyl phosphate P(=O)(OCCC(OCC)OCC)(OCC)OCC